4-[(3-methanesulfonylpyridin-2-yl)amino]-N-(2H3)methyl-6-{[5-(trifluoromethyl)pyridin-2-yl]amino}pyridazine-3-carboxamide CS(=O)(=O)C=1C(=NC=CC1)NC1=C(N=NC(=C1)NC1=NC=C(C=C1)C(F)(F)F)C(=O)NC([2H])([2H])[2H]